CC(C)(COP(=O)([O-])OP(=O)([O-])OC[C@@H]1[C@H]([C@H]([C@@H](O1)N2C=NC3=C(N=CN=C32)N)O)OP(=O)([O-])[O-])[C@H](C(=O)NCCC(=O)NCCSC(=O)C4=CC=C(C=C4)Cl)O The molecule is tetraanion of 4-chlorobenzoyl-CoA arising from deprotonation of phosphate and diphosphate functions. It is a conjugate base of a 4-chlorobenzoyl-CoA.